5-{8-Fluoro-4-[(1S)-1-(piperidin-4-yl)ethyl]-3,4-dihydro-2H-1,4-benzoxazin-6-yl}-1,3,4-oxadiazol-2(3H)-one FC1=CC(=CC=2N(CCOC21)[C@@H](C)C2CCNCC2)C2=NNC(O2)=O